O1C(OCC1)C1=CN=C(N1C)C(CS(=O)(=O)CC)=O 1-(5-(1,3-Dioxolan-2-yl)-1-methyl-1H-imidazol-2-yl)-2-(ethylsulfonyl)ethan-1-one